tert-butyl (1R,3s,5S)-3-((3S,4R)-1-(5-fluoropyrimidin-2-yl)-3-methoxypiperidin-4-yl)-8-azabicyclo[3.2.1]octane-8-carboxylate FC=1C=NC(=NC1)N1C[C@H]([C@H](CC1)C1C[C@H]2CC[C@@H](C1)N2C(=O)OC(C)(C)C)OC